S1C(=NC2=C1C=CC=C2)NC(=O)C=2C=CC=C1CCN(CC21)C2=CC=C(C(=N2)C(=O)OC(C)(C)C)C=2C(=C(OCCCCCCCC(=O)O)C=CC2)C 8-[3-[6-[8-(1,3-benzothiazol-2-ylcarbamoyl)-3,4-dihydro-1H-isoquinolin-2-yl]-2-tert-butoxycarbonyl-3-pyridyl]-2-methyl-phenoxy]octanoic acid